NC=1C(=C(C=C2C=C(N=CC12)NC(=O)N1CC(C1)(C)F)C1=C(C2=C(OCCN2)N=C1)C)F N-(8-Amino-7-fluoro-6-(8-methyl-2,3-dihydro-1H-pyrido[2,3-b][1,4]oxazin-7-yl)isoquinolin-3-yl)-3-fluoro-3-methylazetidine-1-carboxamide